1,6-dihydro-2-amino-4-dimethylamino-6-methyl-1,3,5-triazine NC=1NC(N=C(N1)N(C)C)C